NC=1OC2=C(N1)C=C(C=C2)N2C(N1C(CN([C@H](C1)C)C(C1=CC(=C(C=C1)Br)C(F)(F)F)=O)=C2C(=O)NCC2=C(C=CC=C2)C2=NC=NC=C2)=O |o1:16| (6S*)-2-(2-amino-1,3-benzoxazol-5-yl)-7-[4-bromo-3-(trifluoromethyl)benzoyl]-6-methyl-3-oxo-N-{[2-(pyrimidin-4-yl)phenyl]methyl}-5H,6H,8H-imidazo[1,5-a]pyrazine-1-carboxamide